2,6-difluorophenyl isocyanate FC1=C(C(=CC=C1)F)N=C=O